1-[(2R,3S,4R,5R)-4-[(tert-butyldimethylsilyl)oxy]-5-{[(tert-butyldimethylsilyl)oxy]methyl}-3-fluorooxolan-2-yl]-3H-pyrimidine [Si](C)(C)(C(C)(C)C)O[C@H]1[C@@H]([C@@H](O[C@@H]1CO[Si](C)(C)C(C)(C)C)N1CNCC=C1)F